tert-butyl (3S)-3-(aminomethyl)pyrrolidine-1-carboxylate NC[C@H]1CN(CC1)C(=O)OC(C)(C)C